4-chlorobutane-1,3-diol ClCC(CCO)O